trichloromethyl [(trichloromethyl) oxy]carboxylate ClC(OC(=O)OC(Cl)(Cl)Cl)(Cl)Cl